FC(C1=CC=C(CN2C(N(C3=C(C2=O)CN(CC3)CC3=CC=CC=C3)CC)=O)C=C1)(F)F 3-(4-(Trifluoromethyl)benzyl)-6-benzyl-1-ethyl-5,6,7,8-tetrahydropyrido[4,3-d]pyrimidine-2,4(1H,3H)-dione